(benzyloxy)-N-(6-(6-(3,5-difluoro-2-((tetrahydro-2H-pyran-4-yl)oxy)benzyl)-5-oxo-5,6,7,8-tetrahydro-1,6-naphthyridin-3-yl)imidazo[1,2-b]pyridazin-2-yl)acetamide C(C1=CC=CC=C1)OCC(=O)NC=1N=C2N(N=C(C=C2)C=2C=NC=3CCN(C(C3C2)=O)CC2=C(C(=CC(=C2)F)F)OC2CCOCC2)C1